OC1=C(C=CC(=C1)O)C(=O)N1CC2=CC=CC(=C2C1)NCC=1C=NN(C1)C (2,4-Dihydroxyphenyl)(4-(((1-methyl-1H-pyrazol-4-yl)methyl)amino)isoindolin-2-yl)methanone